1-(3,3-difluorocyclobutyl)cyclopropane-1-amine hydrochloride Cl.FC1(CC(C1)C1(CC1)N)F